CC(CCCC(C=C)=C)CCCC(CCCC(C)C)C 7,11,15-trimethyl-3-methylidene-hexadec-1-ene